N1=C(C=NC=C1)[C@@H](C)NC(=O)C1=CC2=CC=CC(=C2C=C1)OC1=CC=C(C=C1)C(F)(F)F (R)-N-(1-(pyrazin-2-yl)ethyl)-5-(4-(trifluoromethyl)phenoxy)-2-naphthamide